COC1=C(CCN)C=C(C(=C1)SCCF)OC 2,5-dimethoxy-4-(2-fluoroethylthio)phenethylamine